8-((tetrahydro-2H-pyran-4-yl)methyl)-5,8-dihydropteridine-6,7-dione O1CCC(CC1)CN1C(C(NC=2C=NC=NC12)=O)=O